C(C)(C)(C)OC(=O)N1CC(CC1)CN1CCC(CC1)C1=C(C=C(C=C1)NC=1N=C(N=NC1C(N)=O)O)F 3-((4-(4-((6-carbamoyl-3-hydroxy-1,2,4-triazin-5-yl)amino)-2-fluorophenyl)piperidin-1-yl)methyl)pyrrolidin-1-carboxylic acid tert-butyl ester